COP(OC)=O.C(CCCCCCC)[P+](CC)(CCCCCCCC)CCCCCCCC trioctylethylphosphonium dimethylphosphonate